(S)-2,2-difluoro-3'-(5-fluoro-1H-pyrazolo[3,4-b]pyridin-4-yl)-2'-(5-fluoropyridin-2-yl)-4',5'-dihydro-7'H-spiro[cyclopropane-1,6'-pyrazolo[1,5-a]pyridine] FC1(C[C@]12CCC=1N(C2)N=C(C1C1=C2C(=NC=C1F)NN=C2)C2=NC=C(C=C2)F)F